4-ethyl-2,6-dimethoxyphenol C(C)C1=CC(=C(C(=C1)OC)O)OC